OC1C(C(N(C1=O)C)(C(=O)OCC)C(=O)OCC)C diethyl 4-hydroxy-1,3-dimethyl-5-oxopyrrolidine-2,2-dicarboxylate